Dimethyl Allylphosphonate C(C=C)P(OC)(OC)=O